6-((2,6-Dimethylpyrimidin-4-yl)amino)-N-ethoxy-4-((2-(N-methylmethanesulfonamido)-4-(piperidine-1-yl)phenyl)amino)nicotinamide CC1=NC(=CC(=N1)NC1=NC=C(C(=O)NOCC)C(=C1)NC1=C(C=C(C=C1)N1CCCCC1)N(S(=O)(=O)C)C)C